N1(CCOCC1)C(=O)O[C@@H]1CC[C@H](CC1)C(N(C[C@@H]1CC[C@H](CC1)C1=NC(=C(C=C1)OC)C)C1=NC=CC(=C1)C=1N=C(OC1)C1CC1)=O trans-4-((4-(2-Cyclopropyloxazol-4-yl)pyridine-2-yl)-((trans-4-(5-meth-oxy-6-methylpyridin-2-yl)cyclohexyl)-methyl)carbamoyl)-cyclohexyl morpholine-4-carboxylate